CC1=C(C(=O)NC2(CC2)C2=C3C=CC=NC3=CC(=C2)C(=C)C)C=C(C=C1)OCC(C)NC 2-Methyl-5-(2-(methylamino)propoxy)-N-(1-(7-(prop-1-en-2-yl)quinolin-5-yl)cyclopropyl)benzamide